ClC=1C=C2C(N(C(=NC2=CC1Cl)CCCCN(C(OC(C)(C)C)=O)C)CC(C)(C)C)=O tert-butyl (4-(6,7-dichloro-3-neopentyl-4-oxo-3,4-dihydroquinazolin-2-yl)butyl)(methyl)carbamate